[Br-].COC(=O)C(C[N+](C)(C)C1CC1)=C N-(2-(methoxycarbonyl)allyl)-N,N-dimethylcyclopropylammonium bromide